4-Fluoro-N-(7-methoxy-1H-indazol-3-yl)benzamide FC1=CC=C(C(=O)NC2=NNC3=C(C=CC=C23)OC)C=C1